(4-((6-amino-5-cyanopyrimidin-4-yl)oxy)-2-fluorophenyl)-3-(3-(tert-butyl)-1-(3-propoxyphenyl)-1H-pyrazol-5-yl)urea NC1=C(C(=NC=N1)OC1=CC(=C(C=C1)NC(=O)NC1=CC(=NN1C1=CC(=CC=C1)OCCC)C(C)(C)C)F)C#N